CN1N=CC(=C1C1CCN(CC1)C1=CC(=NC(=N1)C(F)(F)F)N1C(C(C1)N1CCN(CC1)C(=O)OC(C)(C)C)COS(=O)(=O)C)C tert-butyl 4-(1-(6-(4-(1,4-dimethyl-1H-pyrazol-5-yl)piperidin-1-yl)-2-(trifluoromethyl)pyrimidin-4-yl)-2-(((methylsulfonyl)oxy)methyl)azetidin-3-yl)piperazine-1-carboxylate